OC(C)C1CCC(CC1)C(C)C 1-(1-hydroxyethyl)-4-(1-methylethyl)cyclohexane